ethyl trimesate C(C1=CC(C(=O)[O-])=CC(C(=O)[O-])=C1)(=O)OCC